N-((3-chloro-2,6-diisopropylphenyl)carbamoyl)-4-hydroxy-4-methyl-4,5,6,7-tetrahydrobenzofuran-2-sulfonamide ClC=1C(=C(C(=CC1)C(C)C)NC(=O)NS(=O)(=O)C=1OC2=C(C1)C(CCC2)(C)O)C(C)C